phenyl(triphenyleneyl)benzoPhenyl(triphenyleneyl)benzofuropyridine C1(=CC=CC=C1)C1=CC=CC2=C1OC=1C(=C(C(=NC12)C1=CC=CC=2C3=CC=CC=C3C3=CC=CC=C3C12)C1=CC=CC2=C1C=CC=C2)C2=CC=CC=1C3=CC=CC=C3C3=CC=CC=C3C21